4-cyclopropyl-2-[[(3S)-3-methylpiperidin-1-yl]methyl]-6-[3-[1-(4-methyl-1,2,4-triazol-3-yl)ethyl]phenyl]-1H-pyrrolo[2,3-c]pyridin-7-one C1(CC1)C=1C2=C(C(N(C1)C1=CC(=CC=C1)C(C)C1=NN=CN1C)=O)NC(=C2)CN2C[C@H](CCC2)C